Methyl 6-methyl-2-[[4-[1-methyl-4-(4-pyridyl)pyrazol-3-yl]phenoxy]methyl]quinoline-3-carboxylate CC=1C=C2C=C(C(=NC2=CC1)COC1=CC=C(C=C1)C1=NN(C=C1C1=CC=NC=C1)C)C(=O)OC